5-(4-((4-(4-amino-3-(4-phenoxyphenyl)-1H-pyrazolo[3,4-d]pyrimidin-1-yl)piperidin-1-yl)methyl)piperidin-1-yl)-2-(2,6-dioxopiperidin-3-yl)isoindoline-1,3-dione NC1=C2C(=NC=N1)N(N=C2C2=CC=C(C=C2)OC2=CC=CC=C2)C2CCN(CC2)CC2CCN(CC2)C=2C=C1C(N(C(C1=CC2)=O)C2C(NC(CC2)=O)=O)=O